ClC1=CC=C(C=C1)NC(=O)C1=C(OC2=C1C=1CN(COC1C=C2)CC2CC2)C2=CC=CC=C2 N-(4-chlorophenyl)-2-(cyclopropylmethyl)-8-phenyl-2,3-dihydro-1H-benzofuro[4,5-E][1,3]oxazine-9-carboxamide